S(N)(=O)(=O)C1C[C@H]2CC[C@@H](C1)N2C(=O)OC(C)(C)C |o1:6,9| tert-butyl (1R*,3S*,5S*)-3-sulfamoyl-8-azabicyclo[3.2.1]octane-8-carboxylate